2-(4-fluorophenyl)-5-(1-methylphenyl)-4H,6H,7H-pyrazolo[1,5-a]pyrazine FC1=CC=C(C=C1)C1=NN2C(CN(CC2)C2(CC=CC=C2)C)=C1